ClC=1C=C(C=C(C1)Cl)NC(=O)NC1=CC(=CC=C1)OC(F)(F)F 1-(3,5-dichlorophenyl)-3-(3-(trifluoromethoxy)phenyl)urea